2-(2-oxabicyclo[2.1.1]hexan-4-yl)-N-(1-((1S,2R)-2-fluorocyclopropyl)-2-oxo-1,2-dihydropyridin-3-yl)-6-isopropoxy-2H-indazole-5-carboxamide C12OCC(C1)(C2)N2N=C1C=C(C(=CC1=C2)C(=O)NC=2C(N(C=CC2)[C@@H]2[C@@H](C2)F)=O)OC(C)C